N1C(CSCC1)=O 3-Thiomorpholinone